C(C)(C)(C)NC=1N(C2=C(C3=C(N1)C=CC=C3)N=C3N2C=C(C=C3)C)C3CCCCC3 N-(tert-butyl)-7-cyclohexyl-10-methyl-7H-benzo[d]pyrido[1',2':1,2]imidazo[4,5-f][1,3]diazepin-6-amine